methyl 6-(4-(2-(3-(3-amino-6-(2-hydroxyphenyl)pyridazin-4-yl)-3,8-diazabicyclo[3.2.1]octan-8-yl)pyrimidin-5-yl)piperazin-1-yl)spiro[3.3]heptane-2-carboxylate NC=1N=NC(=CC1N1CC2CCC(C1)N2C2=NC=C(C=N2)N2CCN(CC2)C2CC1(CC(C1)C(=O)OC)C2)C2=C(C=CC=C2)O